COC=1C=C2C(=CC=NC2=CC1OC)OCC=1C=C(C=CC1)[SH2](=O)C=N (S)-(3-{[(6,7-dimethoxyquinolin-4-yl)oxy]methyl}phenyl)(imino)methyl-λ6-sulfanone